8-(5-(((5-fluoro-2,3-dihydrobenzofuran-4-yl)methyl)amino)-[1,2,4]triazolo[4,3-c]pyrimidin-8-yl)-5-methoxyimidazo[1,2-a]pyridine-3-carbonitrile FC=1C=CC2=C(CCO2)C1CNC1=NC=C(C=2N1C=NN2)C=2C=1N(C(=CC2)OC)C(=CN1)C#N